Ethyl 1-(6-(3-hydroxypropyl)-5-iodopyrazin-2-yl)piperidine-4-carboxylate OCCCC1=C(N=CC(=N1)N1CCC(CC1)C(=O)OCC)I